1-[3-[4-[7-[4-fluoro-2-(2-methoxyethoxy)phenyl]-4-(1,2,3,4-tetrahydroisoquinolin-6-yl)thieno[3,2-c]pyridin-6-yl]pyrazol-1-yl]azetidin-1-yl]prop-2-en-1-one FC1=CC(=C(C=C1)C=1C2=C(C(=NC1C=1C=NN(C1)C1CN(C1)C(C=C)=O)C=1C=C3CCNCC3=CC1)C=CS2)OCCOC